CC1=CC=C2C(=CNC2=C1)C1(N=C2C=CC=CC2=C1)C1=CC=CC=C1 2-(6-methyl-1H-indol-3-yl)-2-phenyl-indol